4-chloro-3-(1,4-dimethyl-1H-1,2,3-triazol-5-yl)-5-(phenyl-(tetrahydro-2H-pyran-4-yl)methyl)-5H-pyrido[3,2-b]indole-7-carboxylic acid methyl ester COC(=O)C=1C=CC=2C3=C(N(C2C1)C(C1CCOCC1)C1=CC=CC=C1)C(=C(C=N3)C3=C(N=NN3C)C)Cl